tert-butyl (1R,5S)-3-(7-chloro-8-fluoro-2-(((R)-2-methylenetetrahydro-1H-pyrrolizin-7a(5H)-yl)methoxy)pyrido[4,3-d]pyrimidin-4-yl)-3,8-diazabicyclo[3.2.1]octane-8-carboxylate ClC1=C(C=2N=C(N=C(C2C=N1)N1C[C@H]2CC[C@@H](C1)N2C(=O)OC(C)(C)C)OC[C@@]21CCCN1CC(C2)=C)F